(1S)-1-[3-[2-(trifluoromethyl)-4-pyridinyl]-1,2,4-thiadiazol-5-yl]ethylamine hydrochloride Cl.FC(C1=NC=CC(=C1)C1=NSC(=N1)[C@H](C)N)(F)F